OC=1C=C(C=C2C(NC(NC2=O)=O)=O)C=CC1OC 5-(3-Hydroxy-4-methoxybenzylidene)pyrimidine-2,4,6(1H,3H,5H)-trione